C(C)(C)(C)OC(=O)N1CC(CCC1)C1=NC(=CC(=C1)OC)Br.C(C=C)N(C1=C(C(=CC(=C1)Cl)C[C@H](CS(=O)(=O)C1=CC=CC=C1)C)OCOC)CC=C (R)-N,N-diallyl-5-chloro-2-(methoxymethoxy)-3-(2-methyl-3-(phenylsulfonyl)propyl)aniline tert-butyl-3-(6-bromo-4-methoxypyridin-2-yl)piperidine-1-carboxylate